4-(6-((3S,4s)-4-amino-3-hydroxypiperidin-1-yl)pyridin-3-yl)-6-ethoxypyrazolo[1,5-a]pyridine-3-carbonitrile N[C@@H]1[C@H](CN(CC1)C1=CC=C(C=N1)C=1C=2N(C=C(C1)OCC)N=CC2C#N)O